C(#N)C1(CC1)NS(=O)(=O)C=1C=C(C=2N(C1)C(=NC2)C=2SC(=NN2)C(F)(F)F)N2CCN(CC2)C(C(C)C)=O N-(1-cyanocyclopropyl)-8-(4-isobutyrylpiperazin-1-yl)-3-(5-(trifluoromethyl)-1,3,4-thiadiazol-2-yl)imidazo[1,5-a]pyridin-6-sulfonamide